C(C)(C)(C)OC(=O)N1[C@@H]2CC[C@H]([C@H]1C(=O)N1CC(CC1)C1=CC(=C3C=NN(C3=C1)C)C1=C(C=C(C=C1)F)C(N(C(C)C)CC)=O)C2 (1R,3S,4S)-3-[3-(4-{2-[ethyl(isopropyl)carbamoyl]-4-fluorophenyl}-1-methyl-1H-indazol-6-yl)pyrrolidine-1-carbonyl]-2-azabicyclo[2.2.1]heptane-2-carboxylic acid tert-butyl ester